3-[(2,2,2-trifluoroacetyl)amino]pyridine-2-carboxamide FC(C(=O)NC=1C(=NC=CC1)C(=O)N)(F)F